FC1=CC2=C(C(=NC3=C(O2)C=C(C=C3)C)N3CCN(CC3)CC(C(=O)OC)(C)C)C=C1 methyl 3-(4-(3-fluoro-7-methyldibenzo[b,f][1,4]oxazepin-11-yl) piperazin-1-yl)-2,2-dimethylpropionate